dihydroxy-4,4'-dimethoxy-benzophenone OC=1C(=C(C(=O)C2=CC=C(C=C2)OC)C=CC1OC)O